4-((Dimethylamino) methyl)-3-(2-fluoro-3-((N-methylsulfamoyl) amino) benzyl)-5-methyl-2-oxo-2H-benzopyran-7-yl dimethylcarbamate CN(C(OC1=CC2=C(C(=C(C(O2)=O)CC2=C(C(=CC=C2)NS(NC)(=O)=O)F)CN(C)C)C(=C1)C)=O)C